methyl (3S,6S,10aS)-6-((tert-butoxycarbonyl)amino)-5-oxodecahydropyrrolo[1,2-a]azocine-3-carboxylate C(C)(C)(C)OC(=O)N[C@H]1CCCC[C@@H]2N(C1=O)[C@@H](CC2)C(=O)OC